BrC=1C=C(C=NC1)/C(=C/C(=O)OC)/O methyl (Z)-3-(5-bromo-3-pyridyl)-3-hydroxy-prop-2-enoate